OC1(CCC1)C1=NC=CC(=C1)C(=O)O (hydroxycyclobutyl)pyridine-4-carboxylic acid